FC=1C=C(C=CC1F)NC(N([C@H]1COCC=2NC(C3=C(C21)CCOC3)=O)C)=O |r| Racemic-3-(3,4-difluorophenyl)-1-methyl-1-(6-oxo-1,2,4,5,6,7,9,10-octahydrodipyrano[3,4-b:4',3'-d]pyridin-1-yl)urea